[C-](S(=O)(=O)C(F)(F)F)(S(=O)(=O)C(F)(F)F)S(=O)(=O)C(F)(F)F.C(C)(=O)C1=CC=C(C=C1)SC1=CC=C(C=C1)[S+](C1=CC=C(C=C1)SC1=CC=C(C=C1)C(C)=O)C1=CC=C(C=C1)SC1=CC=C(C=C1)C(C)=O tris[4-(4-acetylphenylthio)phenyl]sulfonium tris(trifluoromethylsulfonyl)methide